COC1=CC=C(C[N+](C2=CC=CC=C2)(CC)C)C=C1 (4-methoxybenzyl)methylethylanilinium